C(C)(C)(C)OC(=O)[N+]=1CCC(CC1)=O 1-(tert-butoxycarbonyl)-4-oxo-2,3,4,5-tetrahydropyridin-1-ium